5,10-dihydro-6H-naphtho[2,1-g]chromene C1=CC=CC=2CCC=3C=C4C=CCOC4=CC3C12